COC(C(C)NC(CNC(=O)OC(C)(C)C)=O)=O 2-(((tert-butoxycarbonyl)amino)acetamido)propanoic acid methyl ester